NC1=NC(=C(C=2N1C(N(N2)C2CN(CC2)C)=O)C2=CC(=NC(=C2)C)C)C2=CC=CC=C2 5-amino-8-(2,6-dimethyl-4-pyridinyl)-2-(1-methylpyrrolidin-3-yl)-7-phenyl-[1,2,4]triazolo[4,3-c]pyrimidin-3-one